ClC=1C=C2C=C(C(NC2=CC1NCC(C)(C)O)=O)[C@H](C)NC1=CC=C(N(C1=O)C)C#N 5-{[(1S)-1-{6-chloro-7-[(2-hydroxy-2-methylpropyl)amino]-2-oxo-1,2-dihydro-quinolin-3-yl}ethyl]amino}-1-methyl-6-oxo-1,6-dihydropyridine-2-carbonitrile